ClC1=C(C=CC(=C1)C1=NNC2=NC=C(C=C21)C2=CC1=C(C=N2)CCC(CC1)N1CCCC1)C(C)(C)O 2-(2-Chloro-4-{5-[7-(pyrrolidin-1-yl)-5H,6H,7H,8H,9H-cyclohepta[c]pyridin-3-yl]-1H-pyrazolo[3,4-b]pyridin-3-yl}phenyl)propan-2-ol